C(C1=CC=CC=C1)OC=1C=C(C2=CC=CC=C2C1)C1=C(C=2N=C(N=C(C2C=N1)O)O)F 7-(3-benzyloxy-1-naphthyl)-8-fluoro-pyrido[4,3-d]pyrimidine-2,4-diol